(2-(4-iodophenyl)acetyl)-2,2-dimethyl-1,3-dioxane-4,6-dione IC1=CC=C(C=C1)CC(=O)C1C(OC(OC1=O)(C)C)=O